COC(=O)C=1SC2=C(C1N)C=CC=C2Br 3-Amino-7-bromo-1-benzothiophene-2-carboxylic acid methyl ester